benzyl (R)-8-amino-3-(trifluoromethyl)-7,8-dihydro-1,6-naphthyridine-6(5H)-carboxylate N[C@@H]1CN(CC=2C=C(C=NC12)C(F)(F)F)C(=O)OCC1=CC=CC=C1